C1(=CC=CC=C1)C1(CC(NCC1)C=1N=NNC1)O 4-Phenyl-2-(1H-1,2,3-triazol-4-yl)piperidin-4-ol